(2r,6s)-4-(4-((4-(2-(4-((1s,3s)-3-(1,3-dioxoisoindolin-2-yl)cyclobutoxy)phenyl)propan-2-yl)phenoxy)methyl)pyrimidin-2-yl)-2,6-Dimethylpiperazine-1-carboxylate O=C1N(C(C2=CC=CC=C12)=O)C1CC(C1)OC1=CC=C(C=C1)C(C)(C)C1=CC=C(OCC2=NC(=NC=C2)N2C[C@H](N([C@H](C2)C)C(=O)[O-])C)C=C1